BrC=1CCCC2=C(C1C1=CC(=CC=C1)CC1CN(C1)CCCF)C=CC(=C2)C(=O)OC Methyl 8-bromo-9-(3-((1-(3-fluoropropyl)azetidin-3-yl)methyl)phenyl)-6,7-dihydro-5H-benzo[7]annulene-3-carboxylate